C(CCCCCC)(=O)OCCCCCC Hexyl [heptanoate]